α-(trifluoromethylsulfonyloxyimino)-phenylacetonitrile FC(S(=O)(=O)ON=C(C#N)C1=CC=CC=C1)(F)F